N1C(=NC2=C1C=CC=C2)C2=CC(=NN2)NC(=O)C=2C=NC(=CC2)NCCOCC N-[5-(1H-benzimidazol-2-yl)-1H-pyrazol-3-yl]-6-(2-ethoxyethylamino)pyridine-3-carboxamide